FC=1C=C(C=CC1)N1N=CC2=C(C=CC=C12)CN1CCC(CC1)C1=NC2=C(N1C(C)C1=NC=CC=C1)C=CC=C2 1-(3-fluorophenyl)-4-((4-(1-(1-(pyridin-2-yl)ethyl)-1H-benzo[d]imidazol-2-yl)piperidin-1-yl)methyl)-1H-indazole